N-(2-(4-((3-(methoxymethyl)-5-(trifluoromethoxy)benzyl)amino)butoxy)ethyl)-6-(4H-1,2,4-triazol-4-yl)-1H-indazol-4-amine COCC=1C=C(CNCCCCOCCNC=2C=3C=NNC3C=C(C2)N2C=NN=C2)C=C(C1)OC(F)(F)F